FC1=C(C(=C2C=CNC2=C1F)SC)OC=1C=CC(=C(C1)C=1NC=C(N1)[C@]1(CCOC2=C(C=CC=C12)CC(C(=O)OC)(C)C)C)F methyl 3-[(4S)-4-[2-[5-[(6,7-difluoro-4-methylsulfanyl-1H-indol-5-yl)oxy]-2-fluoro-phenyl]-1H-imidazol-4-yl]-4-methyl-chroman-8-yl]-2,2-dimethyl-propanoate